tert-butyl (S)-(6-(2-(2-aminopyridin-3-yl)-5-(1H-pyrazol-1-yl)-3H-imidazo[4,5-b]pyridin-3-yl)-2,3-dihydrospiro[indene-1,2'-[1,3]dithiolan]-3-yl)carbamate NC1=NC=CC=C1C1=NC=2C(=NC(=CC2)N2N=CC=C2)N1C1=CC=C2[C@H](CC3(SCCS3)C2=C1)NC(OC(C)(C)C)=O